COC(CC1=CC=C(C=C1)CCC(=O)O)=O 3-(4-(2-methoxy-2-oxoethyl)phenyl)propanoic acid